BrC1=CC=C(C(=O)C=2C=NC(=NC2)N2C[C@@H](CCC2)NC(OC(C)(C)C)=O)C=C1 tert-butyl (R)-(1-(5-(4-bromobenzoyl)pyrimidin-2-yl)piperidin-3-yl)carbamate